[(3R)-1-methyl-5-oxo-pyrrolidin-3-yl] 4-[3-[2-(1-tert-butoxycarbonylazetidin-3-yl)oxy-3-pyridyl]pyrazolo[1,5-a]pyrimidin-5-yl]piperazine-1-carboxylate C(C)(C)(C)OC(=O)N1CC(C1)OC1=NC=CC=C1C=1C=NN2C1N=C(C=C2)N2CCN(CC2)C(=O)O[C@H]2CN(C(C2)=O)C